(S)-N-(3-chloro-4-fluorophenyl)-3-(4-(1,1-difluoroethyl)-6-methylpyridin-2-yl)-N-ethyl-2-oxooxazolidine-4-carboxamide ClC=1C=C(C=CC1F)N(C(=O)[C@H]1N(C(OC1)=O)C1=NC(=CC(=C1)C(C)(F)F)C)CC